N,N-bis(trimethylsilyl)aminopropylmethyldiethylsilane C[Si](N([Si](C)(C)C)CCC[Si](CC)(CC)C)(C)C